bis(2-chlorophenyl)-4,5,4',5'-tetrakis(3-methoxyphenyl)biimidazole (isopentyl)(2-ethylhexyl)isophthalate C(CC(C)C)C1=C(C(=C(C(=O)O)C=C1)CC(CCCC)CC)C(=O)O.ClC1=C(C=CC=C1)C1(N=C(C(=N1)C1=CC(=CC=C1)OC)C1=CC(=CC=C1)OC)C1(N=C(C(=N1)C1=CC(=CC=C1)OC)C1=CC(=CC=C1)OC)C1=C(C=CC=C1)Cl